S(=O)(=O)(OC1=CC=C(C=C1)Br)[O-].[K+] Potassium 4-bromophenyl sulfate